FC(C1=CC=C(C=C1)N1C2=C(CCC(C1)NCCC(=O)O)C=CC=C2)(F)F 3-((1-(4-(trifluoromethyl)phenyl)-2,3,4,5-tetrahydro-1H-benzo[b]azepin-3-yl)amino)propanoic acid